C(=O)O.ClC1=C(C=2CC3(N(C2C=C1F)CCNC3)C3=CC=CC=C3)C3=C(C(=O)O)C=CC(=C3F)OCCO 2-((9R)-8-chloro-7-fluoro-10a-phenyl-1,2,3,4,10,10a-hexahydropyrazino[1,2-a]indol-9-yl)-3-fluoro-4-(2-hydroxyethoxy)benzoic acid formate salt